FC1=CC=C2C(=CNC(C2=C1F)=O)C(C)N(C(=O)N)C 1-(1-(7,8-difluoro-1-oxo-1,2-dihydroisoquinolin-4-yl)ethyl)-1-(methyl)urea